ethyl N-(2,6-difluoro-4-pyridyl)-N-[4-[(2,2-dimethylcyclobutyl)carbamoyl]-5-methyl-thiazol-2-yl]carbamate FC1=NC(=CC(=C1)N(C(OCC)=O)C=1SC(=C(N1)C(NC1C(CC1)(C)C)=O)C)F